tert-butyl (2-(4-bromo-2,6-dichloropyridin-3-yl)ethyl)carbamate BrC1=C(C(=NC(=C1)Cl)Cl)CCNC(OC(C)(C)C)=O